C1=CC=CC=2C3=CC=CC=C3C(C12)COC(=O)N[C@H](C(=O)N[C@H](C(=O)OC(C)(C)C)CCC(C=[N+]=[N-])=O)CCCCNC(CCCC[C@@H]1SC[C@H]2NC(N[C@H]21)=O)=O tert-Butyl (S)-2-((S)-2-((((9H-fluoren-9-yl)methoxy)carbonyl)amino)-6-(5-((3aR,4S,6aS)-2-oxohexahydro-1H-thieno[3,4-d]imidazol-4-yl)pentanamido)hexanamido)-6-diazo-5-oxohexanoate